1-amino-N-[2-[(3R)-3-fluoropyrrolidin-1-yl]ethyl]cyclohexanecarboxamide tert-butyl-rel-(3R)-3-[[7-(2-hydroxy-4,6-dimethyl-phenyl)-1,8-naphthyridin-2-yl]methyl]morpholine-4-carboxylate C(C)(C)(C)OC(=O)N1[C@@H](COCC1)CC1=NC2=NC(=CC=C2C=C1)C1=C(C=C(C=C1C)C)O.NC1(CCCCC1)C(=O)NCCN1C[C@@H](CC1)F |o1:8|